ethyl-1-(2-pyridyl)-2-thiourea C(C)N(C(=S)N)C1=NC=CC=C1